FC1(C(C1)C(=O)N1C[C@H]([C@H](C1)F)NC(C1=C(C=CC=C1F)F)=O)F N-[(3R,4S)-1-(2,2-difluorocyclopropanecarbonyl)-4-fluoropyrrolidin-3-yl]-2,6-difluorobenzamide